C(C)(C)OC=1C=C(C=CC1)[C@H](C)NC(=O)C=1C=C2C(=C(N(C2=CC1)CC=1C=CC(=C(O[C@H](C(=O)OC)C)C1)Cl)C)C (S)-Methyl 2-(5-((5-(((S)-1-(3-isopropoxyphenyl)ethyl)carbamoyl)-2,3-dimethyl-1H-indol-1-yl)methyl)-2-chlorophenoxy)propanoate